1-(4-(3,3-dimethyl-1-(pyridin-2-yl)butyl)phenyl)propan-1-one CC(CC(C1=NC=CC=C1)C1=CC=C(C=C1)C(CC)=O)(C)C